CC=1C=C(C=C2C=NNC12)B(O)O 7-METHYL-1H-INDAZOLE-5-BORONIC ACID